CC1=C(C=CC(=C1)C)N1C(=NN=C1C)[C@@H]1CC[C@H](CC1)OC1=NC=CC=C1 trans-2-((4-(4-(2,4-Dimethylphenyl)-5-methyl-4H-1,2,4-triazol-3-yl)cyclohexyl)oxy)pyridin